FC1=C(C(=O)O)C=CC(=C1)OC1=C(C=C2CCN[C@@](C2=C1)(CC(NC=1SC=CN1)=O)C)OC[C@@H]1OCCCC1 |o1:33| 2-fluoro-4-(((1R)-1-methyl-1-(2-oxo-2-(thiazol-2-ylamino)ethyl)-6-(((R or S)-tetrahydro-2H-pyran-2-yl)methoxy)-1,2,3,4-tetrahydroisoquinolin-7-yl)oxy)benzoic acid